N-(2-methyl-5-(2-methyl-2H-tetrazol-5-yl)phenyl)pyrazolo[1,5-a]pyridine-3-carboxamide CC1=C(C=C(C=C1)C=1N=NN(N1)C)NC(=O)C=1C=NN2C1C=CC=C2